(E)-tert-Butyl (tert-butoxycarbonylamino)(2-(6,7-dichloro-3-(3,4-dichlorophenylamino)-9H-carbazol-1-yl)ethylamino)methylenecarbamate C(C)(C)(C)OC(=O)N\C(\NCCC1=CC(=CC=2C3=CC(=C(C=C3NC12)Cl)Cl)NC1=CC(=C(C=C1)Cl)Cl)=N\C(OC(C)(C)C)=O